4-fluoro-1-methyl-1H-benzo[d][1,2,3]triazol-5-ol FC1=C(C=CC=2N(N=NC21)C)O